[2-(3,6-dihydro-2H-pyran-4-yl)-5-ethyl-6-(4-{4-hydroxy-2H,3H-furo[2,3-c]pyridine-5-carbonyl}piperazin-1-yl)-7-oxo-[1,2,4]triazolo[1,5-a]pyrimidin-4-yl]acetic acid O1CCC(=CC1)C1=NN2C(N(C(=C(C2=O)N2CCN(CC2)C(=O)C=2C(=C3C(=CN2)OCC3)O)CC)CC(=O)O)=N1